(S)-N-(1-((4-(4-cyanophenyl)thiazol-2-yl)amino)-4-(methylthio)-1-oxobutan-2-yl)-3-(isopropylsulfonyl)benzamide C(#N)C1=CC=C(C=C1)C=1N=C(SC1)NC([C@H](CCSC)NC(C1=CC(=CC=C1)S(=O)(=O)C(C)C)=O)=O